2-(4-(9,10-di(naphthalene-2-yl)anthracen-2-yl)phenyl)-1-phenyl-1H-benzo-[D]imidazole C1=C(C=CC2=CC=CC=C12)C=1C2=CC=CC=C2C(=C2C=CC(=CC12)C1=CC=C(C=C1)C1=NC2=C(N1C1=CC=CC=C1)C=CC=C2)C2=CC1=CC=CC=C1C=C2